OCCOCCOCCNCC1=NC2=C(C=CC=C2C=C1)NS(=O)(=O)C1=CC=C(C=C1)C(F)(F)F N-(2-(((2-(2-(2-Hydroxyethoxy)ethoxy)ethyl)amino)methyl)quinolin-8-yl)-4-(trifluoromethyl)benzenesulfonamide